OCCCOC1CN(C1)C(=O)OC(C)(C)C tert-butyl 3-(3-hydroxy propoxy)azetidine-1-carboxylate